methyl (R)-1-methyl-5-oxopyrrolidine-3-carboxylate CN1C[C@@H](CC1=O)C(=O)OC